C(C)C1=C(C2=CC=CC=C2C(=C1)C)N1C(C=CC1=O)=O 1-(2-ethyl-4-methylnaphthalen-1-yl)-1H-pyrrole-2,5-dione